ClC=1C=C(CNCCCCOC[C@@H](C)NC2=NC3=C(C4=CN=CC=C24)C=CC(=C3)C(=O)O)C=CC1OC(F)(F)F (R)-5-((1-(4-((3-chloro-4-(trifluoromethoxy)benzyl)amino)butoxy)propan-2-yl)amino)benzo[c][2,6]naphthyridine-8-carboxylic acid